FC=1C=C(C2=C(C=C(O2)CNC(=O)C2=NC=CN=C2)C1)C(=O)O 5-fluoro-2-((pyrazine-2-carboxamido)methyl)benzofuran-7-carboxylic acid